[Cl-].[Cl-].CC1(C(=C(C=C1)C(CC)(CCC)C)C)[Zr+2]C1(C(=C(C=C1)C(CC)(CCC)C)C)C bis(1,2-dimethyl-3-(3-methylhexan-3-yl)cyclopentadienyl)zirconium dichloride